The molecule is a phosphatidylinositol mannoside having two alpha-D-mannosyl residues attached at the 2- and 6-positions of the inositol and a 1,2-di-O-hexadecanoyl-sn-glycero-3-phosphono group at the 1-position. It has a role as an epitope. CCCCCCCCCCCCCCCC(=O)OC[C@@H](COP(=O)(O)OC1[C@@H]([C@H](C([C@H]([C@H]1O[C@@H]2[C@H]([C@H]([C@@H]([C@H](O2)CO)O)O)O)O)O)O)O[C@@H]3[C@H]([C@H]([C@@H]([C@H](O3)CO)O)O)O)OC(=O)CCCCCCCCCCCCCCC